CC=1N=C(C2=C(N1)C1=C(O2)C=CC=C1)N1CC[C@@H](C1)CC(NC1=C(C=C(C=C1)C1=CC=CC=C1)C(F)(F)F)=O (2S,4R)-1-(2-methylbenzofuro[3,2-d]pyrimidin-4-yl)-4-(2-oxo-2-((3-(trifluoromethyl)-[1,1'-biphenyl]-4-yl)amino)ethyl)pyrrolidine